2,6-dihydroxy-nitro-3-nitro-phenylketone OC1=C(C(=CC(=C1[N+](=O)[O-])[N+](=O)[O-])O)C(=O)C1=C(C(=C(C=C1O)[N+](=O)[O-])[N+](=O)[O-])O